methyl 4-((2-((tert-butoxycarbonyl)amino)propyl)amino)-6-chloropyrido[3,2-d]pyrimidine-8-carboxylate C(C)(C)(C)OC(=O)NC(CNC=1C2=C(N=CN1)C(=CC(=N2)Cl)C(=O)OC)C